FC1=CC=C(C=C1)N(C(OC1=C(C=C(C=C1C(F)(F)F)C(F)(F)F)N1C=CC=C1)=O)C([2H])([2H])[2H] 2-(1H-pyrrol-1-yl)-4,6-bis(trifluoromethyl)phenyl (4-fluorophenyl)(methyl-d3)carbamate